COC1(C(C(C(=O)[2H])(C=CC1(OC)[2H])[2H])([2H])[2H])[2H] 3,4-dimethoxybenzaldehyde-d6